COCCN1C(=NC2=C1C=CC(=C2N2[C@@H](CCC2)CNC(OC(C)(C)C)=O)[N+](=O)[O-])C tert-butyl (S)-((1-(1-(2-methoxyethyl)-2-methyl-5-nitro-1H-benzo[d]imidazol-4-yl)pyrrolidin-2-yl) methyl)carbamate